FC1=C2C(=CNC2=CC(=C1)F)C(C(=O)N(C)C)=O 2-(4,6-difluoro-1H-indol-3-yl)-N,N-dimethyl-2-oxoacetamide